CC=1C(=NOC1)CS(=O)(=O)NCCCN(CCCCCCCC(=O)OC(CCCCCCCC)CCCCCCCC)CCCCCCCC(OC(CC)CCCCCCCC)=O heptadecan-9-yl 8-((3-(((4-methylisoxazol-3-yl)methyl)sulfonamido)propyl)(8-oxo-8-(undecan-3-yloxy)octyl)amino)octanoate